N-(2,2-diethoxybutyl)-2,3,5-triiodobenzamide C(C)OC(CNC(C1=C(C(=CC(=C1)I)I)I)=O)(CC)OCC